5-(1H-imidazol-1-yl)-2-{5-[(2,2,6,6-tetramethylpiperidin-4-yl)amino]pyrazin-2-yl}phenol N1(C=NC=C1)C=1C=CC(=C(C1)O)C1=NC=C(N=C1)NC1CC(NC(C1)(C)C)(C)C